tert-butyl 4-[[4-benzyl-1-[5-(3-cyano-6-ethoxy-pyrazolo[1,5-a]pyridin-4-yl)-2-pyridyl]-4-piperidyl]carbamoyl]piperidine-1-carboxylate C(C1=CC=CC=C1)C1(CCN(CC1)C1=NC=C(C=C1)C=1C=2N(C=C(C1)OCC)N=CC2C#N)NC(=O)C2CCN(CC2)C(=O)OC(C)(C)C